(S)-Octahydropyrazino[2,1-c][1,4]oxazine dihydrochloride Cl.Cl.C1OCCN2[C@H]1CNCC2